NC=1C=CC(=NC1)N1CCN(CC1)C 5-amino-2-(4-methyl-1-piperazinyl)pyridine